7-amino-4-(hexahydropyridin-4-ylsulfanyl)-6-(3-methoxy-2,6-dimethylphenyl)furo[2,3-d]pyrrolo[2,3-b]pyridine-8-carboxamide NC1=C(C=2C(=NC(=C3C2OC=C3)SC3CCNCC3)N1C1=C(C(=CC=C1C)OC)C)C(=O)N